C(C)OC(CC1CN(CC1)C1=C(C=C(C=C1F)C1=NC(=CC(=C1)C)OC1CCC1)F)=O {1-[4-(6-Cyclobutoxy-4-methyl-pyridin-2-yl)-2,6-difluoro-phenyl]-pyrrolidin-3-yl}-acetic acid ethyl ester